CC(C)NCC1(CNC1)N 3-{[(1-methylethyl)amino]Methyl}azetidin-3-amine